((((cis)-3-fluoropiperidin-4-yl)thio)methyl)quinazolin-4(3H)-one F[C@@H]1CNCC[C@@H]1SCC1=NC2=CC=CC=C2C(N1)=O